C(#N)\N=C(\NCCCCCCNC(C1=NC=CC(=C1)OC1=CC=C(C=C1)NC(=O)NC1=CC=C(C=C1)F)=O)/NC1=CC=NC=C1 (Z)-N-(6-(2-cyano-3-(pyridin-4-yl)guanidino)hexyl)-4-(4-(3-(4-fluorophenyl)ureido)phenoxy)picolinamide